3-phenylpropyloxy-propane-1,2-diol C1(=CC=CC=C1)CCCOC(C(C)O)O